[Cl-].C[Si](OCCOCC1=C(C=CC=C1)P(C1=CC=CC=C1)C1=CC=CC=C1)(C)C 2-(trimethylsiloxy)ethoxymethyltriphenylphosphine chloride